3-Chloro-pyridine-2-carboxylic acid methyl-[5-(1-methyl-2-oxo-1,2,3,4-tetrahydro-quinolin-6-yl)-pyridin-3-ylmethyl]-amide CN(C(=O)C1=NC=CC=C1Cl)CC=1C=NC=C(C1)C=1C=C2CCC(N(C2=CC1)C)=O